isopropyl (S)-6-diazo-2-((S)-3-methyl-2-(methylthio)butanamido)-5-oxohexanoate [N+](=[N-])=CC(CC[C@@H](C(=O)OC(C)C)NC([C@H](C(C)C)SC)=O)=O